Cl.NCC1(CCC(CC1)S(=O)(=O)C)C#N 1-(Aminomethyl)-4-(methylsulfonyl)cyclohexane-1-carbonitrile hydrochloride